3-(5-((1-(4'-chloro-[1,1'-biphenyl]-2-carbonyl)azetidin-3-ylidene)methyl)-1-oxoisoindolin-2-yl)piperidine-2,6-dione ClC1=CC=C(C=C1)C=1C(=CC=CC1)C(=O)N1CC(C1)=CC=1C=C2CN(C(C2=CC1)=O)C1C(NC(CC1)=O)=O